FC1=CC=C(C=C1)C1SCC(N1C1=C(C=C(C(=O)OCCC2=CSC=C2)C=C1)C)=O 2-(3-Thiophenyl)ethyl 4-[2-(4-fluorophenyl)-4-oxo-1,3-thiazolidin-3-yl]-3-methylbenzoate